ClC=1C=C2C(=NC(=NC2=C(C1C1=C2C(=NNC2=CC=C1C)C1CC1)F)N1CC(C1)N(C)C)N1C[C@H](N(CC1)C(C=C)=O)C 1-((R)-4-((R)-6-chloro-7-(3-cyclopropyl-5-methyl-1H-indazol-4-yl)-2-(3-(dimethylamino)azetidin-1-yl)-8-fluoroquinazolin-4-yl)-2-methylpiperazin-1-yl)prop-2-en-1-one